2-bromo-6-(1-(1-ethoxyethyl)-1H-pyrazol-4-yl)-5-isopropoxy-[1,2,4]triazolo[1,5-a]pyrazine BrC1=NN2C(C=NC(=C2OC(C)C)C=2C=NN(C2)C(C)OCC)=N1